2-(4-(4-Cyclobutylformyloxycyclohexylmethyl)piperazin-1-yl)-6-(trifluoromethyl)-8-nitro-benzothiopyran-4-one C1(CCC1)C(=O)OC1CCC(CC1)CN1CCN(CC1)C=1SC2=C(C(C1)=O)C=C(C=C2[N+](=O)[O-])C(F)(F)F